CSC(C)S(=O)N1C(CCCC1)C=1NC(=CN1)C1=CC=C(C=C1)C 1-((1-(Methylsulfanyl)ethyl)sulfinyl)-2-(5-(p-tolyl)-1H-imidazol-2-yl)piperidine